COC=1C=C(C=C(C1OC)OC)C=CC(=O)Cl 3,4,5-trimethoxybenzeneacryloyl chloride